C1(CC1)C(C#N)CC 2-cyclopropyl-butyronitrile